ClC1=NC(=C2[N-]C=NC2=N1)Cl 2,6-DichloropurineiD